7-Bromo-5-(chloromethyl)-2,3-dihydrobenzofuran BrC1=CC(=CC=2CCOC21)CCl